methyl 2-amino-4-bromo-3-fluoro-5-(trifluoro methyl)benzoate NC1=C(C(=O)OC)C=C(C(=C1F)Br)C(F)(F)F